5-(8-((4'-chloro-5,5-dimethyl-3,4,5,6-tetrahydro-[1,1'-biphenyl]-2-yl)methyl)-3,8-diazabicyclo[3.2.1]octane-3-carbonyl)-2-(2,6-dioxopiperidin-3-yl)isoindoline-1,3-dione ClC1=CC=C(C=C1)C1=C(CCC(C1)(C)C)CN1C2CN(CC1CC2)C(=O)C=2C=C1C(N(C(C1=CC2)=O)C2C(NC(CC2)=O)=O)=O